FC(C(F)(F)F)(C(C(C(C(F)(F)F)(C(F)(F)F)C(F)(F)F)(F)F)(F)F)O perfluoroneohexyl-ethyl alcohol